N-((2-chlorophenyl)carbamoyl)-4-cyclopropyl-2-(difluoromethoxy)-6-fluorobenzamide ClC1=C(C=CC=C1)NC(=O)NC(C1=C(C=C(C=C1F)C1CC1)OC(F)F)=O